γ-Glycidoxypropylethyldimethoxysilane C(C1CO1)OCCC[Si](OC)(OC)CC